2-(5-(2-(dimethylamino)ethyl)-2-oxo-4-(trifluoromethyl)pyridin-1(2H)-yl)pentanoic acid CN(CCC=1C(=CC(N(C1)C(C(=O)O)CCC)=O)C(F)(F)F)C